2-(2-hydroxybenzylideneamino)terephthalic acid OC1=C(C=NC2=C(C(=O)O)C=CC(=C2)C(=O)O)C=CC=C1